CC1(CC1)NC(C(=O)N1[C@@H]([C@@H]2[C@H](C1)CCC2)C(=O)N[C@H](C[C@H]2C(NCC2)=O)C(COC(F)(F)F)=O)=O (1S,3aR,6aS)-2-(2-((1-methylcyclopropyl)-amino)-2-oxoacetyl)-N-((R)-3-oxo-1-((S)-2-oxopyrrolidin-3-yl)-4-(trifluoromethoxy)butan-2-yl)octahydrocyclopenta[c]pyrrole-1-carboxamide